FC1=C(CNC(=O)C=2C(C(=C3C(N4[C@H](CCO[C@@H]4CN3C2)C)=O)O)=O)C=CC(=C1)F (4S,9aR)-5-Hydroxy-4-methyl-6,10-dioxo-3,4,6,9,9a,10-hexahydro-2H-1-oxa-4a,8a-diaza-anthracene-7-carboxylic acid 2,4-difluoro-benzylamide